FC1=NC=CC(=C1)C#CC=1N=C(N(C1C)C=1C=NC(=CC1)C)C(=O)N 4-[2-(2-Fluoro-4-pyridyl)ethynyl]-5-methyl-1-(6-methyl-3-pyridyl)imidazole-2-carboxamide